tert-butyl 3-{1H,2H,3H-benzo[b]pyrrolizine-9-amido}-9-azabicyclo[3.3.1]nonane-9-carboxylate C1CCN2C3=C(C(=C12)C(=O)NC1CC2CCCC(C1)N2C(=O)OC(C)(C)C)C=CC=C3